C(C(C)C)C=1C=C(C(=NC1)C#N)N1CCN(CC1)CC=1SC(=CN1)C 5-isobutyl-3-[4-[(5-methylthiazol-2-yl)methyl]piperazin-1-yl]pyridine-2-carbonitrile